C(C1CO1)OC(CC[Si](OC)(OC)OC)CCCCC 3-Glycidyloxyoctyltrimethoxysilan